5,7-Difluoroisoquinoline-8-carboxylic acid methyl ester COC(=O)C=1C(=CC(=C2C=CN=CC12)F)F